3-(tert-butoxy)oxetane C(C)(C)(C)OC1COC1